C(#CCC=C)C1=CC=C(C=C1)C(F)(F)F 1-(pent-4-en-1-ynyl)-4-(trifluoromethyl)benzene